tert-butyl N-{[1-(1-benzofuran-4-sulfonyl)-5-(2-fluoropyridin-3-yl)-1H-pyrrol-3-yl]methyl}-N-methylcarbamate O1C=CC=2C1=CC=CC2S(=O)(=O)N2C=C(C=C2C=2C(=NC=CC2)F)CN(C(OC(C)(C)C)=O)C